4-[5-(difluoromethyl)-1,3,4-oxadiazol-2-yl]-2-{1-[(5-fluoropyridin-2-yl)methyl]-1H-imidazol-2-yl}pyridine FC(C1=NN=C(O1)C1=CC(=NC=C1)C=1N(C=CN1)CC1=NC=C(C=C1)F)F